O=S1(CCNCC1)=O 1,1-dioxo-1-thiomorpholin